ClC=1C=C(C=CC1C=1N(C2=NC=NC(=C2N1)OC1(CC1)C)CC1=NC=CC(=C1)C)S(=O)(=O)N 3-chloro-4-(6-(1-methylcyclopropoxy)-9-((4-methylpyridin-2-yl)methyl)-9H-purin-8-yl)benzenesulfonamide